ClC=1C(=NC(=NC1)N[C@H]1[C@@H]([C@@H]2CO[C@H](C1([2H])[2H])O2)O)C=2C=C(C1=C(N(C(=N1)C(C)(C)O)C(C)C)C2)F (1S,2S,3R,5S)-3-((5-chloro-4-(4-fluoro-2-(2-hydroxypropan-2-yl)-1-isopropyl-1H-benzo[d]imidazol-6-yl)pyrimidin-2-yl)amino)-6,8-dioxabicyclo[3.2.1]octan-4,4-d2-2-ol